OC=1C=NC2=NC=CC=C2C1 3-hydroxy-1,8-naphthyridine